S1C(=NC2=C1C=CC=C2)CN2CCN(CC2)C2=CC(=C(N)C=C2C=2N=NNN2)CC(C)C 4-[4-(1,3-benzo-thiazol-2-ylmethyl)-piperazin-1-yl]-2-isobutyl-5-(2H-tetrazol-5-yl)aniline